2-(2-hydroxy-3-tert-butyl-5-methylphenyl)chlorobenzotriazole OC1=C(C=C(C=C1C(C)(C)C)C)N1N=C2C(=N1)C=CC=C2Cl